NC1=NC=CC=C1S(=O)(=O)C(C1CCN(CC1)C(=O)OC(C)(C)C)(F)F tert-butyl 4-(((2-aminopyridin-3-yl) sulfonyl) difluoromethyl)-piperidine-1-carboxylate